NC1=C(C=2C(=NC=C(C2S1)F)C=1C2=C(C=3C=NC(=NC3C1F)N1C3CC(C3CC1)N(C)C)COC2)C#N 2-Amino-4-(3-(6-(dimethylamino)-2-azabicyclo[3.2.0]heptan-2-yl)-5-fluoro-7,9-dihydrofuro[3,4-f]quinazolin-6-yl)-7-fluorothieno[3,2-c]pyridine-3-carbonitrile